C1(CCCC1)[C@](C(=O)O[C@@H]1[C@H]2CCC(C1)N2C)(C2=CC=CC=C2)O (1R,2S)-2-((R)-2'-cyclopentyl-2'-hydroxy-2'-phenylacetoxy)-7-methyl-7-azabicyclo[2.2.1]heptane